CN1N=CC(=C1)C1=CC=2N(C(=N1)O[C@H]1CN(CC1)C(C#C)=O)C=CN2 (R)-1-(3-((7-(1-methyl-1H-pyrazol-4-yl)imidazo[1,2-c]pyrimidin-5-yl)oxy)pyrrolidin-1-yl)prop-2-yn-1-one